methyl 2-(3-bromo-1-(2-(isopropylamino)ethyl)-1H-pyrazol-5-yl)acetate BrC1=NN(C(=C1)CC(=O)OC)CCNC(C)C